3-[(Benzo[d][1,3]dioxolan-4-yl)-oxy]-3-(2-fluorophenyl)-N,N-dimethylpropylamine O1COC2=C1C=CC=C2OC(CCN(C)C)C2=C(C=CC=C2)F